ClC1=CC(=C(C(=C1)OC)C#CC1=NNC2=NC(=C(N=C21)COC)N2CCC1([C@@H]([C@@H](OC1)C)N)CC2)OC (3S,4S)-8-(3-((4-chloro-2,6-dimethoxyphenyl)ethynyl)-5-(methoxymethyl)-1H-pyrazolo[3,4-b]pyrazin-6-yl)-3-methyl-2-oxa-8-azaspiro[4.5]decan-4-amine